N1=NC=CC2=CC(=CC=C12)C1=CNC=2N=C(N=CC21)NC2CCC(CC2)(O)CC 4-((5-(cinnolin-6-yl)-7H-pyrrolo[2,3-d]pyrimidin-2-yl)amino)-1-ethylcyclohexan-1-ol